Methyl 5-amino-2-[6-(1,1-difluoropropyl)-pyridin-3-yl]benzoate NC=1C=CC(=C(C(=O)OC)C1)C=1C=NC(=CC1)C(CC)(F)F